C(C)(C)(C)N1N=NC(=C1)C(=O)NCC1=C(C(=C(C=C1)C1=NC=NN2C1=CC(=C2)N2CCOCC2)F)C2CC2 1-(tert-butyl)-N-(2-cyclopropyl-3-fluoro-4-(6-morpholinopyrrolo[2,1-f][1,2,4]triazin-4-yl)benzyl)-1H-1,2,3-triazole-4-carboxamide